CS(=O)(=O)N1CCN(CC1)C1=CC(=NC=C1)NC=1SC2=NC(=CC=C2N1)C1=CN=NC=C1 N-(4-(4-(methylsulfonyl)piperazin-1-yl)pyridin-2-yl)-5-(pyridazin-4-yl)thiazolo[5,4-b]pyridin-2-amine